N-((1S)-1-(6-(chroman-3-ylamino)-2-morpholinopyrimidin-4-yl)ethyl)-5-methoxypicolinamide O1CC(CC2=CC=CC=C12)NC1=CC(=NC(=N1)N1CCOCC1)[C@H](C)NC(C1=NC=C(C=C1)OC)=O